BrC1=C(C=C(C=C1)F)C(C)NC 1-(2-bromo-5-fluorophenyl)-N-methylethan-1-amine